6-chloro-N-((1r,4r)-4-(2-methoxyethoxy)cyclohexyl)-4-(trifluoromethyl)picolinamide Tert-butyl-4-(((trifluoromethyl)sulfonyl)oxy)-2,3,6,7-tetrahydro-1H-azepine-1-carboxylate C(C)(C)(C)OC(=O)N1CCC(=CCC1)OS(=O)(=O)C(F)(F)F.ClC1=CC(=CC(=N1)C(=O)NC1CCC(CC1)OCCOC)C(F)(F)F